FC(C=1N=CC=2N(C1)C(=CN2)C2=NC=CC(=N2)N2CC1(C(NC(N1)=O)=O)CC2)(F)F 7-(2-(6-(Trifluoromethyl)imidazo[1,2-a]pyrazin-3-yl)pyrimidin-4-yl)-1,3,7-triazaspiro[4.4]nonane-2,4-dione